(S)-benzyl tert-butyl (3-((2-(N,N-bis(4-methoxybenzyl)sulfamoyl)-4-iodo-3-(2-(4-methoxybenzyl)-2H-tetrazol-5-yl)phenyl)sulfonyl)propane-1,2-diyl)dicarbamate COC1=CC=C(CN(S(=O)(=O)C2=C(C=CC(=C2C=2N=NN(N2)CC2=CC=C(C=C2)OC)I)S(=O)(=O)C[C@H](CNC(OCC2=CC=CC=C2)=O)NC(OC(C)(C)C)=O)CC2=CC=C(C=C2)OC)C=C1